N1C=C(C2=CC=CC=C12)CCN(CCC(F)F)CCC(F)F N-(2-(1H-indol-3-yl)ethyl)-N-(3,3-difluoropropyl)-3,3-difluoropropan-1-amine